1-(1-(7,8-Difluoro-1-oxo-1,2-dihydroisoquinolin-4-yl)ethyl)-3-(4-fluorophenyl)-1-methylurea FC1=CC=C2C(=CNC(C2=C1F)=O)C(C)N(C(=O)NC1=CC=C(C=C1)F)C